trans-12-pentadecene-1,15-lactone C1(CCCCCCCCCC\C=C\CCO1)=O